C12CN(CC(CC1)N2)C2=NC=C(C=N2)OC2=NC(=CC(=C2)CN2CCC(CC2)CNC(C)=O)C2=CC(=CC(=C2)Cl)Cl N-((1-((2-((2-(3,8-diaza-bicyclo[3.2.1]octan-3-yl)pyrimidin-5-yl)oxy)-6-(3,5-dichlorophenyl)pyridin-4-yl)methyl)piperidin-4-yl)methyl)acetamide